O1NC=CC2=C1C=CC=N2 Pyrido[2,3-E]oxazine